BrC1=C(C=C(C=C1)NC=C1C(OC(OC1=O)(C)C)=O)C1COC1 (((4-bromo-3-(oxetan-3-yl)phenyl)amino)methylene)-2,2-dimethyl-1,3-dioxane-4,6-dione